6-(5-fluoro-2-(3,4,5-trimethoxyphenylamino)pyrimidin-4-ylamino)-2,2-dimethyl-2H-pyrido[3,2-b][1,4]oxazin-3(4H)-one benzenesulfonate C1(=CC=CC=C1)S(=O)(=O)O.FC=1C(=NC(=NC1)NC1=CC(=C(C(=C1)OC)OC)OC)NC=1C=CC=2OC(C(NC2N1)=O)(C)C